C(C)N(C(=O)NC(C(=O)O)CCN(CCCCC1=NC=2NCCCC2C=C1)CCOC)CC 2-(diethylcarbamoylamino)-4-[2-methoxyethyl-[4-(5,6,7,8-tetrahydro-1,8-naphthyridin-2-yl)butyl]amino]butanoic acid